1-{[rel-(2R,3S)-3-(2-chlorophenyl)-2-(2,4-difluorophenyl)oxiran-2-yl]methyl}-1H-1,2,4-triazole ClC1=C(C=CC=C1)[C@H]1[C@@](O1)(C1=C(C=C(C=C1)F)F)CN1N=CN=C1 |o1:7,8|